1-(5-Chloropyrimidin-4-yl)-2-(phenylthio)-1H-benzo[d]imidazole ClC=1C(=NC=NC1)N1C(=NC2=C1C=CC=C2)SC2=CC=CC=C2